OCCN(CCO)CCOC1=NC(=NC(=N1)C(Cl)(Cl)Cl)C(Cl)(Cl)Cl 2-[2-{N,N-bis(2-Hydroxyethyl)Amino}ethoxy]-4,6-bis(trichloromethyl)-s-triazine